C1(=CC(=CC=C1)C(=O)N1C(C1)C)C(=O)N1C(C1)C (1,3-phenylenedicarbonyl)bis(2-methylaziridine)